7-chloro-3-(2-methyl-5-nitrophenyl)-1,6-naphthyridine ClC1=NC=C2C=C(C=NC2=C1)C1=C(C=CC(=C1)[N+](=O)[O-])C